2-((S)-4-(8-Fluoro-2-(((2R,7aS)-2-fluorotetrahydro-1H-pyrrolizin-7a(5H)-yl)methoxy)-7-(5-(trifluoromethyl)-1H-indazol-6-yl)pyrido[4,3-d]pyrimidin-4-yl)piperazin-2-yl)acetonitrile FC1=C(N=CC2=C1N=C(N=C2N2C[C@@H](NCC2)CC#N)OC[C@]21CCCN1C[C@@H](C2)F)C2=C(C=C1C=NNC1=C2)C(F)(F)F